C(#N)C1=CNC=C1 (S)-3-cyanopyrrole